1,2-bis-pentadecanoyl-sn-glycero-3-phosphorylcholine C(CCCCCCCCCCCCCC)(=O)OC[C@@H](OC(CCCCCCCCCCCCCC)=O)COP(=O)(O)OCC[N+](C)(C)C